8-[1-(tert-butylsulfinylimino)ethyl]-3-methyl-6-methyl-2-(2-methyl-5-pyrimidinyl)-4(3H)-quinazolinone C(C)(C)(C)S(=O)N=C(C)C=1C=C(C=C2C(N(C(=NC12)C=1C=NC(=NC1)C)C)=O)C